C(=O)C1(CC1)C#N 1-Formyl-cyclopropane-1-carbonitrile